di(t-butyl)hydroxytoluene C(C)(C)(C)C(C1=CC=CC=C1)(O)C(C)(C)C